[Na].CS methyl mercaptan, sodium salt